CC1(OB(OC1(C)C)C=1C=CC(=NC1)N)C 5-(4,4,5,5-tetramethyl-1,3,2-dioxaborolan-2-yl)pyridine-2-amine